4-fluoro-N-(2-(6-methoxy-1H-indol-3-yl)ethyl)-2-((3,4,5-trimethoxyphenyl)amino)benzamide FC1=CC(=C(C(=O)NCCC2=CNC3=CC(=CC=C23)OC)C=C1)NC1=CC(=C(C(=C1)OC)OC)OC